FC(OC1=CC=C(C=C1)S(=O)(=O)N1CCOC2(CCN(C2)C2CC3(COC3)C2)C1)F 9-((4-(difluoromethoxy)phenyl)sulfonyl)-2-(2-oxaspiro[3.3]heptan-6-yl)-6-oxa-2,9-diazaspiro[4.5]decane